C(C)(C)OC(NC=1N=CC2=C(C(=C(C=C2C1)C1=C(C2=C(OCCN2)N=C1)C)F)N)=O Isopropyl(8-amino-7-fluoro-6-(8-methyl-2,3-dihydro-1H-pyrido[2,3-b][1,4]oxazin-7-yl)isoquinolin-3-yl)carbamate